tert-butyl (R,Z)-(4-(methylthio)but-3-en-2-yl)carbamate CS\C=C/[C@@H](C)NC(OC(C)(C)C)=O